2-(2-methyl-3,4-dihydro-2H-spiro[isoquinoline-1,4'-piperidin]-1'-yl)aniline 3-[N,N-dimethyl-(3-palmitoylaminopropyl)-ammonio]-propanesulfonate C[N+](C)(CCCS(=O)(=O)[O-])CCCNC(CCCCCCCCCCCCCCC)=O.CN1CCC2=CC=CC=C2C12CCN(CC2)C2=C(N)C=CC=C2